Perfluorophenyl 2-((2-(2,6-dioxopiperidin-3-yl)-1,3-dioxoisoindolin-4-yl)oxy)acetate O=C1NC(CCC1N1C(C2=CC=CC(=C2C1=O)OCC(=O)OC1=C(C(=C(C(=C1F)F)F)F)F)=O)=O